S1C(=NC=C1)COC=1C=C(C=CC1)CCCN 3-(3-(thiazol-2-ylmethoxy)phenyl)propan-1-amine